tert-butyl 2-(1-(2-(2-methoxyphenyl)-2-(piperidin-4-yloxy) ethyl)-5-methyl-6-(oxazol-2-yl)-2,4-dioxo-1,4-dihydrothieno[2,3-d]pyrimidin-3(2H)-yl)-2-methylpropionate COC1=C(C=CC=C1)C(CN1C(N(C(C2=C1SC(=C2C)C=2OC=CN2)=O)C(C(=O)OC(C)(C)C)(C)C)=O)OC2CCNCC2